IC=1C(=NN2C1C=C(C=C2)OC2=NC=CC=C2OCC(F)(F)F)C(=O)OC methyl 3-iodo-5-((3-(2,2,2-trifluoroethoxy)pyridin-2-yl)oxy)pyrazolo[1,5-a]pyridine-2-carboxylate